C(CCCCCCCCCCC)(=O)NCCC(=O)[O-].[K+] potassium N-lauroyl-β-alaninate